[Li].C(CCCCCCCCCCC)N dodecyl-amine lithium